[Cl-].C(CCCCCCCCCCCCCCCCC)[N+](CCC[Si](OC)(OC)OC)(C)C octadecyldimethyl(3-trimethoxysilylpropyl)ammonium chloride